3-(4-amino-7-(1-(tetrahydro-2H-pyran-2-yl)-1H-pyrazol-5-yl)-2H-pyrazolo[4,3-c]quinolin-2-yl)-2-methylpropanoic acid NC1=NC=2C=C(C=CC2C=2C1=CN(N2)CC(C(=O)O)C)C2=CC=NN2C2OCCCC2